3-(5-{4-[1-(1-Benzyl-3,3-difluoropiperidin-4-yl)azetidin-3-yl]piperazin-1-yl}-4-fluoro-3-methyl-2-oxo-1,3-benzodiazol-1-yl)piperidine-2,6-dione C(C1=CC=CC=C1)N1CC(C(CC1)N1CC(C1)N1CCN(CC1)C1=C(C2=C(N(C(N2C)=O)C2C(NC(CC2)=O)=O)C=C1)F)(F)F